exo-N-[(1R)-1-(4-Ethoxyphenyl)-2-methoxyethyl]-5-(2H-tetrazol-5-yl)-1a,6b-dihydro-1H-cyclopropa[b][1]benzofuran-1-carboxamide C(C)OC1=CC=C(C=C1)[C@H](COC)NC(=O)C1C2OC3=C(C21)C=C(C=C3)C=3N=NNN3